C(C)(C)(C)OC(=O)N1CCC(CC1)(C)C1=CC=C(C=C1)NC1=NC(=CN=C1C(N)=O)N1CC(CCC1)N1C(N(CC1)C1CCCC1)=O 4-(4-((3-carbamoyl-6-(3-(3-cyclopentyl-2-oxoimidazolin-1-yl)piperidin-1-yl)pyrazine-2-yl)amino)phenyl)-4-methylpiperidine-1-carboxylic acid tert-butyl ester